[Al+3].C1(=CC=CC=C1)[O-].CC1=NC2=C(C=CC=C2C=C1)[O-].CC1=NC2=C(C=CC=C2C=C1)[O-] bis(2-methyl-8-quinolinolate) (Phenolate) Aluminum